(4S,11bR)-8-fluoro-1,2,3,3a,5,6,11,11b-octahydro-1,4-methanocyclopenta[2,3]azepino[4,5-b]indole FC=1C=C2C3=C(NC2=CC1)[C@H]1C2N(CC3)CC1CC2